OC(CN(CCCC(=O)OCCN1CCN(CC1)CCSSCCCN(CC(CCCCCC\C=C/C\C=C/C\C=C/CC)O)CC(CCCCCC\C=C/C\C=C/C\C=C/CC)O)CC(CCCCCC\C=C/CCCCCCCC)O)CCCCCC\C=C/CCCCCCCC 2-(4-(2-((3-(Bis((9Z,12Z,15Z)-2-hydroxyoctadeca-9,12,15-trien-1-yl)amino)propyl)disulfaneyl)ethyl)piperazin-1-yl)ethyl 4-(bis((Z)-2-hydroxyoctadec-9-en-1-yl)amino)butanoate